C(C)(C)(C)OC(=O)NC[C@@]1(OC2=C(C1)C(=C(C=C2)Cl)C2=C(C(=O)OC)C=CC(=C2F)F)C2=CC=CC=C2 methyl 2-((2S,4R)-2-(((tert-butoxycarbonyl)amino)methyl)-5-chloro-2-phenyl-2,3-dihydrobenzofuran-4-yl)-3,4-difluorobenzoate